2-(4-(4-(aminomethyl)-1-oxo-1,2-dihydrophthalazin-6-yl)-1-methyl-1H-pyrazol-5-yl)-6-cyclopropylbenzonitrile NCC1=NNC(C2=CC=C(C=C12)C=1C=NN(C1C1=C(C#N)C(=CC=C1)C1CC1)C)=O